N-(1-methyl-2-phenyl-1H-pyrrolo[3,2-c]pyridin-6-yl)tetrahydro-2H-pyran-4-carboxamide CN1C(=CC=2C=NC(=CC21)NC(=O)C2CCOCC2)C2=CC=CC=C2